6-bromo-5-fluoro-2-oxoindoline-1-carboxylate BrC1=C(C=C2CC(N(C2=C1)C(=O)[O-])=O)F